tert-butyl-3,3-difluoro-4-[4-(2-fluoro-4-nitro-phenyl)piperazin-1-yl]piperidine-1-carboxylate C(C)(C)(C)OC(=O)N1CC(C(CC1)N1CCN(CC1)C1=C(C=C(C=C1)[N+](=O)[O-])F)(F)F